1-(4-hydroxyphenyl)-2-(4-(4-methoxyphenyl)-6-(4-nitrophenyl)pyrimidin-2-yl)guanidine hydrochloride Cl.OC1=CC=C(C=C1)NC(=NC1=NC(=CC(=N1)C1=CC=C(C=C1)OC)C1=CC=C(C=C1)[N+](=O)[O-])N